Cl.ClC1=CC=C2C3=C1[C@@H](OB3OCCO2)CN C1-(R)-(R)-(3-chloro-7,8-dihydro-2H-1,6,9-trioxa-9a-borabenzo[cd]azulen-2-yl)methanamine hydrochloride